FC1(CC2(C1)C=C(N(CC2)C(=O)OC(C)(C)C)C2=C(C=C(C=C2)C(=O)OC)NCC2COC2)F tert-butyl 2,2-difluoro-6-[4-(methoxycarbonyl)-2-[(oxetan-3-ylmethyl)amino]phenyl]-7-azaspiro[3.5]non-5-ene-7-carboxylate